octadecyl-pentaerythritol diphosphite OP(O)OP(O)O.C(CCCCCCCCCCCCCCCCC)C(O)C(CO)(CO)CO